OC12CCC(CC1)(CC2)C(=O)NC=2C=CC(=NC2)C=2N=NN(C2NC(O[C@H](C)C=2C(=NC=CC2)Cl)=O)C (R)-1-(2-chloropyridin-3-yl)ethyl (4-(5-(4-hydroxybicyclo[2.2.2]octane-1-carboxamido)pyridin-2-yl)-1-methyl-1H-1,2,3-triazol-5-yl)carbamate